NC1CCC(CC1)C1=NN=C(S1)C=1C(=CC(=NC1)N1C=CC2=CC(=CC=C12)C#N)NC 1-(5-(5-((1r,4r)-4-aminocyclohexyl)-1,3,4-thiadiazol-2-yl)-4-(methylamino)pyridin-2-yl)5-cyanoindole